zinc difluorophosphate P(=O)([O-])(F)F.[Zn+2].P(=O)([O-])(F)F